N-acetoacetyl-p-bromoaniline C(CC(=O)C)(=O)NC1=CC=C(C=C1)Br